3,4-dimethoxy-2-methylthiophenethylamine COC=1C(=C(CCN)C=CC1OC)SC